[O-]B1OO1.[Na+] sodium 3-oxidodioxaborirane